O=C1N(CCC(N1)=O)C1=CC=C(CN2CCN(CC2)C2=CC(=C(C=C2C)NC2=NC=C(C(=C2)NC2=C(C(=O)NC)C=CC=C2)C(F)(F)F)OC(C)C)C=C1 2-((2-((4-(4-(4-(2,4-dioxotetrahydropyrimidin-1(2H)-yl)benzyl)piperazin-1-yl)-2-isopropoxy-5-methylphenyl)amino)-5-(trifluoromethyl)pyridin-4-yl)amino)-N-methylbenzamide